CCCCCCCCCCCCC1=CC=C(C=C1)S(=O)(=O)[O-].[Na+] dodecylbenzenesulfonic acid Sodium salt